3-[2-bromo-4-nitro-6-(trifluoromethyl)phenylamino]-1-methylcyclobutanol BrC1=C(C(=CC(=C1)[N+](=O)[O-])C(F)(F)F)NC1CC(C1)(O)C